(2R,3S,4S,5R)-3-(3,4-difluoro-2-methoxy-phenyl)-N-(3-hydroxy-2,3-dihydrofuro[3,2-b]pyridin-6-yl)-4,5-dimethyl-5-(trifluoromethyl)tetrahydrofuran-2-carboxamide FC=1C(=C(C=CC1F)[C@H]1[C@@H](O[C@]([C@H]1C)(C(F)(F)F)C)C(=O)NC=1C=C2C(=NC1)C(CO2)O)OC